2-methyl-4-(7-methyl-[1,2,4]triazolo[1,5-a]pyridin-6-yl)piperidin CC1NCCC(C1)C=1C(=CC=2N(C1)N=CN2)C